6-[(2R)-2-[5-fluoro-2-(methylthio)phenyl]pyrrolidin-1-yl]imidazo[1,2-b]pyridazine-3-carboxylic acid FC=1C=CC(=C(C1)[C@@H]1N(CCC1)C=1C=CC=2N(N1)C(=CN2)C(=O)O)SC